(cis)-3-((3-exo)-3-((7-((5-methyl-1H-pyrazol-3-yl)amino)-1,6-naphthyridin-5-yl)amino)-8-azabicyclo[3.2.1]octane-8-yl)cyclobutane-1-carbonitrile CC1=CC(=NN1)NC1=NC(=C2C=CC=NC2=C1)NC1CC2CCC(C1)N2[C@H]2C[C@H](C2)C#N